C(CCCCCCCCCCCCCCC)(=O)OCC(COC(CCCCCCCCCCCCCCC)=O)OC(N(C)C1CN(C1)C(C)C)=O 2-(((1-isopropylazetidin-3-yl)(methyl)carbamoyl)oxy)propane-1,3-diyl dipalmitate